3-amino-4-(3H-benzimidazol-5-yl)-6-chloro-1H-quinolin-2-one NC=1C(NC2=CC=C(C=C2C1C1=CC2=C(N=CN2)C=C1)Cl)=O